4,6-dichloro-5-(2-(trifluoromethoxy)phenyl)-1H-benzo[d]imidazol ClC1=C(C(=CC=2NC=NC21)Cl)C2=C(C=CC=C2)OC(F)(F)F